4-(6-(2,5-difluorophenyl)-6-(1,5-dimethyl-2-oxo-1,2-dihydropyridin-3-yl)hexa-1,3-Diyn-1-yl)-1H-pyrrole FC1=C(C=C(C=C1)F)C(CC#CC#CC=1C=CNC1)C=1C(N(C=C(C1)C)C)=O